C(#N)C1=C(C(=CC=C1)C)NC(COC=1C=CC=C2C(=NN(C12)C)C1C(NC(CC1)=O)=O)=O N-(2-cyano-6-methylphenyl)-2-((3-(2,6-dioxopiperidin-3-yl)-1-methyl-1H-indazol-7-yl)oxy)acetamide